ClC=1C=C(CN2CCC(CC2)NC(C)=O)C=CC1Cl N-[1-(3,4-dichlorobenzyl)piperidin-4-yl]acetamide